CN1C(=CC2=C(C=C(C=C12)Cl)NC1=CC(=C(C=C1)F)Cl)C(=O)O 1-methyl-4-((3-chloro-4-fluorophenyl)amino)-6-chloro-1H-indole-2-carboxylic acid